C(C(C)C)OC(=O)N[C@H]1CCC2=C(CC1)C=C(C=C2)NC2=NC(=NN2)N N5-((7S)-7-(i-butoxycarbonylamino)-6,7,8,9-tetrahydro-5H-benzo[7]annulene-2-yl)-1H-1,2,4-triazole-3,5-diamine